O1C(C1)[C@H](C[C@H]1C(NCC1)=O)NC(OC(C)(C)C)=O tert-butyl N-[(1S)-1-(oxiran-2-yl)-2-[(3S)-2-oxopyrrolidin-3-yl]ethyl]carbamate